2-(4-(3-phenyl-propoxy)phenyl)ethan-1-ol C1(=CC=CC=C1)CCCOC1=CC=C(C=C1)CCO